6-tertiary butyl-meta-isopropyl-phenol C(C)(C)(C)C1=CC=C(C=C1O)C(C)C